4-(5-(2,6-dimethylphenoxy)-1-methyl-2-oxo-1,2-dihydropyridin-4-yl)-6-methyl-2-(pyridazin-4-yl)-1,6-dihydro-7H-pyrrolo[2,3-c]pyridin-7-one CC1=C(OC=2C(=CC(N(C2)C)=O)C=2C3=C(C(N(C2)C)=O)NC(=C3)C3=CN=NC=C3)C(=CC=C1)C